(E)-dodec-8-en-1-yl acrylate C(C=C)(=O)OCCCCCCC\C=C\CCC